COC(=O)[C@]1(C[C@H](N(CC1)CC1=C(C(=CC=C1)Cl)F)C)CC1=NC(=CN=C1)Cl (2r,4r)-1-(3-chloro-2-fluorobenzyl)-4-((6-chloropyrazin-2-yl)methyl)-2-methylpiperidine-4-carboxylic acid methyl ester